C(C)OC(CCC(=O)C1=NC(=CC(=C1O)Br)CC1=C(C=C(C=C1)Cl)Cl)=O 4-[4-Bromo-6-(2,4-dichloro-benzyl)-3-hydroxy-pyridin-2-yl]-4-oxo-butyric acid ethyl ester